2-(7-((1R,3s,5S)-9-azabicyclo[3.3.1]nonan-3-yl)imidazo[1,2-a]pyrimidin-2-yl)-5-(2H-1,2,3-triazol-2-yl)phenol [C@H]12CC(C[C@H](CCC1)N2)C2=NC=1N(C=C2)C=C(N1)C1=C(C=C(C=C1)N1N=CC=N1)O